NC1=CC(=C(N=N1)C1=C(C=O)C=CC=C1OCOCC)C(F)(F)F (6-amino-4-trifluoromethyl-pyridazin-3-yl)-3-(ethoxymethoxy)benzaldehyde